((4-methoxybenzyl)thio)pyridine [(2S,3R,4R,5S,6S)-3,5-dimethoxy-6-methyl-4-propoxy-tetrahydropyran-2-yl]-N-[4-[1-[4-(trifluoromethoxy)phenyl]-1,2,4-triazol-3-yl]phenyl]carbamate CO[C@H]1[C@@H](O[C@H]([C@@H]([C@H]1OCCC)OC)C)OC(NC1=CC=C(C=C1)C1=NN(C=N1)C1=CC=C(C=C1)OC(F)(F)F)=O.COC1=CC=C(CSC2=NC=CC=C2)C=C1